ClC1=NN(C=C1C1=C(C=CC(=N1)NC=1N=CC2=C(C=CC(=C2C1)C(C)C)N[C@@H]([C@H](C)CS(=O)(=O)C)C)OC)C N-(6-(3-chloro-1-methyl-1H-pyrazol-4-yl)-5-methoxypyridin-2-yl)-5-isopropyl-8-((2R,3S)-2-methyl-3-((methanesulfonyl)methyl)azabut-1-yl)isoquinolin-3-amine